Tert-butyl 4-[(1S)-2-[(2S,4R)-2-[(4-ethynylphenyl)methylcarbamoyl]-4-hydroxy-pyrrolidin-1-yl]-1-(9H-fluoren-9-ylmethoxycarbonylamino)-2-oxo-ethyl]piperidine-1-carboxylate C(#C)C1=CC=C(C=C1)CNC(=O)[C@H]1N(C[C@@H](C1)O)C([C@@H](NC(=O)OCC1C2=CC=CC=C2C=2C=CC=CC12)C1CCN(CC1)C(=O)OC(C)(C)C)=O